BrC(C)C1=CC=C(C=C1)S(=O)(=O)N(CC1=CC=C(C=C1)OC)CC1=CC=C(C=C1)OC 4-(1-bromoethyl)-N,N-bis(4-methoxybenzyl)benzenesulfonamide